FC1=C(C=C(C=C1)C(C=1C(=C2C=CNC2=C(C1F)F)F)O)C=1NC=C(N1)C1(CCOC2=C(C=CC=C12)CCC(=O)OCC)C ethyl 3-(4-(2-(2-fluoro-5-(hydroxy(4,6,7-trifluoro-1H-indol-5-yl)methyl)phenyl)-1H-imidazol-4-yl)-4-methylchroman-8-yl)propanoate